N1=CC=C(C=C1)C(N1CCN(CC1)CC=1C=C2C(N(C(C2=CC1)=O)N1C(NC(CC1)=O)=O)=O)C1=CC=NC=C1 5-((4-(di(pyridin-4-yl)methyl)piperazin-1-yl)methyl)-2-(2,4-dioxotetrahydropyrimidin-1(2H)-yl)isoindoline-1,3-dione